COC1=CC=C(C=C1)C(C(=O)N1CCCCC1)=O 1-(4-methoxyphenyl)-2-(piperidin-1-yl)ethane-1,2-dione